ClC1=C(C(=NC(=N1)NN)N1CC=2C=C(C=NC2CC1)C(F)(F)F)C 6-(6-chloro-2-hydrazineyl-5-methylpyrimidin-4-yl)-3-(trifluoromethyl)-5,6,7,8-tetrahydro-1,6-naphthyridine